Dichloro-Fluorobenzonitril ClC1=C(C(=C(C#N)C=C1)F)Cl